N-ethyl-3-(2-chloro-6-fluoro-4-trifluoromethylphenoxy)-5-methyl-1H-pyrazole-carboxamide C(C)NC(=O)C1(NNC(=C1)C)OC1=C(C=C(C=C1F)C(F)(F)F)Cl